N[C@H](C(=O)N1CCC=2C1=CN(C(C2)=O)CC2=CC=C(C=C2)F)C2CCCCC2 (S)-1-(2-amino-2-cyclohexyl-acetyl)-6-(4-fluorobenzyl)-1,2,3,6-tetrahydro-5H-pyrrolo[2,3-c]pyridine-5-one